6-(4-Amino-4-(2-chlorophenyl)piperidin-1-yl)-3-(2,3-dichlorophenyl)-1H-pyrazolo[3,4-d]pyrimidine-4-carbonitrile NC1(CCN(CC1)C1=NC(=C2C(=N1)NN=C2C2=C(C(=CC=C2)Cl)Cl)C#N)C2=C(C=CC=C2)Cl